[2,6-bis(2,6-diisopropyloxyphenyl)phenyl]-dicyclohexylphosphine C(C)(C)OC1=C(C(=CC=C1)OC(C)C)C1=C(C(=CC=C1)C1=C(C=CC=C1OC(C)C)OC(C)C)P(C1CCCCC1)C1CCCCC1